(1S,4S)-4-aminocyclohexanecarboxamide hydrochloride Cl.NC1CCC(CC1)C(=O)N